(S)-2-((6-((4-acetyl-2-fluorobenzyl)oxy)-3',6'-dihydro-[2,4'-bipyridyl]-1'(2'H)-yl)methyl)-1-(oxetan-2-ylmethyl)-1H-benzo[d]imidazole-6-carboxylic acid C(C)(=O)C1=CC(=C(COC2=CC=CC(=N2)C=2CCN(CC2)CC2=NC3=C(N2C[C@H]2OCC2)C=C(C=C3)C(=O)O)C=C1)F